4-(4-(4-(cyclopropylethynyl)phenyl)-3,6-dihydropyridin-1(2H)-yl)-N-hydroxy-2-methyl-2-(methylsulfonyl)butanamide C1(CC1)C#CC1=CC=C(C=C1)C=1CCN(CC1)CCC(C(=O)NO)(S(=O)(=O)C)C